FC1=NC=CC(=C1C1=CC=CC=C1)F 2,4-difluoro-3-phenylpyridine